6-((3s,4r)-4-(4-amino-5-chloro-2-methoxybenzamido)-3-methoxypiperidin-1-yl)hexanoic acid NC1=CC(=C(C(=O)N[C@H]2[C@H](CN(CC2)CCCCCC(=O)O)OC)C=C1Cl)OC